NC1=NC=C(C2=CC=CC=C12)C(C)=O 1-(1-Aminoisoquinolin-4-yl)ethan-1-one